C12CC(CC(CC1)O2)CC2C1(C(N(C(N1CC)=O)C1=CC=C(C=C1)C1CC1)=O)CCNC2 (8-oxabicyclo[3.2.1]oct-3-ylmethyl)-3-(4-cyclopropylphenyl)-1-ethyl-1,3,8-triazaspiro[4.5]decane-2,4-dione